N-(4-(2-(2,2-difluoroacetyl)hydrazine-1-carbonyl)-2-fluorobenzyl)-N-(3-fluorophenyl)methanesulfonamide FC(C(=O)NNC(=O)C1=CC(=C(CN(S(=O)(=O)C)C2=CC(=CC=C2)F)C=C1)F)F